(R)-N-((-)-1-(3-aminophenyl)-1-(4-cyanophenyl)-3-cyclopropylpropyl)-2-methylpropane-2-sulfinamide NC=1C=C(C=CC1)C(CCC1CC1)(C1=CC=C(C=C1)C#N)N[S@](=O)C(C)(C)C